C(C1=CC=CC=C1)N1CC(C1)C(=O)O[C@H]1[C@H](NC[C@@H]1O)CC1=CC=C(C=C1)OC (2R,3S,4S)-4-hydroxy-2-[(4-methoxyphenyl)methyl]pyrrolidin-3-yl 1-benzylazetidine-3-carboxylate